NC1=C(SC=2N=C(N=CC21)C)C(=O)NC2CC=1C=CC(=NC1CC2)N2CC(C(C2)COC)NCC 5-amino-N-{2-[3-(ethylamino)-4-(methoxymethyl)pyrrolidin-1-yl]-5,6,7,8-tetrahydroquinolin-6-yl}-2-methylthieno[2,3-d]pyrimidine-6-carboxamide